C(CCCCC)[Te]CCCCCC Dihexyl-tellurium